N1=CC=C(C=C1)CNC(NC1=CC=C(C=C1)NS(=O)(=O)CC1=CC(=CC=C1)C(F)(F)F)=O N-(4-(3-(pyridin-4-ylmethyl)ureido)phenyl)-1-(3-(trifluoromethyl)phenyl)methanesulfonamide